[Na+].C(C)OC=1C=CC2=C(N=C(S2)NS([O-])(=O)=O)C1 5-Ethoxybenzothiazole-2-ylsulfamic acid sodium salt